1-allyl-2-(4-fluorophenyl)-1H-benzo[d]imidazole C(C=C)N1C(=NC2=C1C=CC=C2)C2=CC=C(C=C2)F